C(C)OC(\C(=C/NC1CC1)\C(C1=C(C=C(C(=C1)F)F)F)=O)=O (Z)-3-(cyclopropylamino)-2-(2,4,5-trifluorobenzoyl)-acrylic acid ethyl ester